1-benzyl-pyridine chloride [Cl-].C(C1=CC=CC=C1)N1CC=CC=C1